N-(3-(2-(bicyclo[1.1.1]pent-1-yl)-5-(2-chloropyrimidin-4-yl)thiazol-4-yl)-2-fluorophenyl)acetamide C12(CC(C1)C2)C=2SC(=C(N2)C=2C(=C(C=CC2)NC(C)=O)F)C2=NC(=NC=C2)Cl